8-fluoro-pyrido[B]pyridin-7-ol FN1C2=C(C=CC1O)C=CC=N2